FC(C=1C=CC=2N(N1)C(=CN2)C2=CC(=NC=N2)N2CC(CCC2)S(=O)(=O)N)F 1-(6-(6-(Difluoromethyl)imidazo[1,2-b]pyridazin-3-yl)pyrimidin-4-yl)piperidine-3-sulfonamide